CC(CC)(C)OOC(CC)(C)C bis(1,1-dimethylpropyl) peroxide